2-[(9S)-7-(4-chlorophenyl)-4,5,13-trimethyl-3-thia-1,8,11,12-tetraazatricyclo[8.3.0.02,6]trideca-2(6),4,7,10,12-pentaen-9-yl]-N-(prop-2-yn-1-yl)acetamide ClC1=CC=C(C=C1)C=1C=2C(=C(SC2N2C(=NN=C2[C@@H](N1)CC(=O)NCC#C)C)C)C